formylmethyl phosphinate [PH2](OCC=O)=O